7-benzyloxy-3,4-dihydro-2H-isoquinolin-1-one C(C1=CC=CC=C1)OC1=CC=C2CCNC(C2=C1)=O